(R)-formic acid 4'-(2-{4-[(4-fluoro-benzoylamino)-methyl]-[1,2,3]triazol-1-yl}-3-hydroxycarbamoyl-propyl)-biphenyl-3-ylmethyl ester FC1=CC=C(C(=O)NCC=2N=NN(C2)[C@H](CC2=CC=C(C=C2)C2=CC(=CC=C2)COC=O)CC(NO)=O)C=C1